N1(CC1)C(=O)NCCCCCCNC(=O)N1CC1 1,6-bis(1-aziridinylcarbonylamino)hexane